BrC1=C(C=C2C(=C(C(=NC2=C1F)OCC1N(CCC1)C)C#N)N1CCN(CC1)C(=O)[O-])Cl 4-(7-bromo-6-chloro-3-cyano-8-fluoro-2-((1-methylpyrrolidin-2-yl)methoxy)quinolin-4-yl)piperazine-1-carboxylate